(2-[4-(3,5-dimethyl-1H-pyrazol-4-yl)anilino]-1-[(1S)-7-fluorotetralin-1-yl]-2-oxo-ethyl)-2-methyl-pyrazole-3-carboxamide CC1=NNC(=C1C1=CC=C(NC(C([C@@H]2CCCC3=CC=C(C=C23)F)C2=C(N(N=C2)C)C(=O)N)=O)C=C1)C